N-(5-(2-(((1r,4r)-4-(dimethylamino)cyclohexyl)amino)-8-ethylquinazolin-6-yl)pyridin-2-yl)-3,3,3-trifluoropropane-1-sulfonamide CN(C1CCC(CC1)NC1=NC2=C(C=C(C=C2C=N1)C=1C=CC(=NC1)NS(=O)(=O)CCC(F)(F)F)CC)C